2,6-bis(t-butyl)-9,10-bis[2-carboxy(3,6-methano-4-methyl-4-cyclohexenyl)]carbonyloxyanthracene C(C)(C)(C)C1=CC2=C(C3=CC=C(C=C3C(=C2C=C1)OC(=O)C1C(C2C(=CC1C2)C)C(=O)O)C(C)(C)C)OC(=O)C2C(C1C(=CC2C1)C)C(=O)O